C(=C)C1=CC(=C(NC2=C(C(=O)N)C=C(C(=C2F)F)CC2=C(C(=NC=C2)NS(NC)(=O)=O)F)C=C1)F 2-(4-Ethenyl-2-fluoroanilino)-3,4-difluoro-5-[[3-fluoro-2-(methylsulfamoylamino)pyridin-4-yl]methyl]benzamide